ClC1=C(C=C2C=C(N=CC2=C1)NC(=O)[C@H]1[C@H]([C@@H]1C=1C=NN(C1)C)CC)[C@@H](CC#N)C (1S,2S,3S)-N-(7-chloro-6-((R)-1-cyanopropan-2-yl)isoquinolin-3-yl)-2-ethyl-3-(1-methyl-1H-pyrazol-4-yl)cyclopropane-1-carboxamide